N-[(1S)-1-(dicyclopropylmethyl)-2-[[5-(3,5-dimethyl-1H-pyrazol-4-yl)-6-fluoro-2-pyridyl]amino]-2-oxo-ethyl]-5-methyl-1-tetrahydropyran-4-yl-pyrazole-4-carboxamide C1(CC1)C([C@@H](C(=O)NC1=NC(=C(C=C1)C=1C(=NNC1C)C)F)NC(=O)C=1C=NN(C1C)C1CCOCC1)C1CC1